3-[(5-tert-butylpyridin-2-yl)oxy]phenoxylpropanoate C(C)(C)(C)C=1C=CC(=NC1)OC=1C=C(OC(C(=O)[O-])C)C=CC1